2-(methylthio)-1,3-thiazole CSC=1SC=CN1